C(C)OC1=CC=NC=C1 4-ethoxypyridin